tert-Butyl 6-[1-(1,4-dimethyl-1H-benzotriazol-5-yl)-3-ethoxy-3-oxopropyl]-4-(hydroxymethyl)-1H-indole-1-carboxylate CN1N=NC2=C1C=CC(=C2C)C(CC(=O)OCC)C2=CC(=C1C=CN(C1=C2)C(=O)OC(C)(C)C)CO